1,1,1,3,3-pentachloro-2-ethyldisilazane Cl[Si](N([SiH](Cl)Cl)CC)(Cl)Cl